dimorpholinyl ether N1(CCOCC1)ON1CCOCC1